C(C)(C)(C)P Tert-butylphosphine